ClC1=CC=C(C=C1)C=1N=C2SC=CN2C1CNCCC1=CC=C(C=C1)F N-((6-(4-chlorophenyl)imidazo[2,1-b]thiazol-5-yl)methyl)-2-(4-fluorophenyl)ethan-1-amine